NC1=C(C=CC=C1)S amino-phenyl mercaptan